methyl (E)-6,6,6-trifluoro-2-[(5-methoxy-2-methyl-phenyl)carbamoyl]-5-oxo-hex-3-enoate FC(C(/C=C/C(C(=O)OC)C(NC1=C(C=CC(=C1)OC)C)=O)=O)(F)F